2-(benzo[d][1,3]dioxolane-5-yl)pyridine O1COC2=C1C=CC(=C2)C2=NC=CC=C2